1-(4-(5-(difluoromethyl)-1,3,4-oxadiazole-2-yl)-2-fluorobenzyl)-5-(3-fluorophenyl)-3-(1-methylpiperidine-4-yl)-1,3-dihydro-2H-benzo[d]imidazole-2-one FC(C1=NN=C(O1)C1=CC(=C(CN2C(N(C3=C2C=CC(=C3)C3=CC(=CC=C3)F)C3CCN(CC3)C)=O)C=C1)F)F